CC1=CC=C(C(=O)NC2=CC=C(C=C2)[C@H]2CNCCO2)C=C1 (S)-4-Methyl-N-(4-(morpholin-2-yl)-phenyl)-benzamid